C[N+](CCO[C@@H]1OC[C@@H]([C@@H]([C@H]1OC(C)=O)OC(C)=O)OC(C)=O)(CC#C)C dimethyl-prop-2-ynyl-[2-[(2R,3R,4S,5S)-3,4,5-triacetoxytetrahydropyran-2-yl]oxyethyl]ammonium